3-(tert-butylcarbamoyl)-4-[3-(4,4,5,5-tetramethyl-1,3,2-dioxaborolan-2-yl)propyl]pyrrolidine-1-carboxylate C(C)(C)(C)NC(=O)C1CN(CC1CCCB1OC(C(O1)(C)C)(C)C)C(=O)[O-]